FC1=CC=C(C=C1)C=1NC(=NN1)C1N(CCCC1)C(C(C)SC)=O 1-(2-(5-(4-fluorophenyl)-4H-1,2,4-triazol-3-yl)piperidin-1-yl)-2-(methylsulfanyl)propan-1-one